BrC1=CC=CC=2N(C(NC21)=O)C2CCN(CC2)C(=O)NC2=NC(=C(C=C2)Cl)C 4-(4-bromo-2-oxo-2,3-dihydro-1H-1,3-benzodiazol-1-yl)-N-(5-chloro-6-methylpyridin-2-yl)piperidine-1-carboxamide